N5-cyclopropyl-N3-methyl-1-(3-(morpholinomethyl)benzyl)-2-oxo-1,2-dihydropyridine-3,5-dicarboxamide C1(CC1)NC(=O)C=1C=C(C(N(C1)CC1=CC(=CC=C1)CN1CCOCC1)=O)C(=O)NC